N-(5-((6-oxaspiro[3.4]octan-1-yl)oxy)-1,3,4-thiadiazol-2-yl)-2'-chloro-5'-methoxy-6-methyl-[4,4'-bipyridine]-3-carboxamide C1(CCC12COCC2)OC2=NN=C(S2)NC(=O)C=2C=NC(=CC2C2=CC(=NC=C2OC)Cl)C